nickel tetra(trifluorophosphine) FP(F)F.FP(F)F.FP(F)F.FP(F)F.[Ni]